Methyl 3-(5-(hydroxymethyl)-6-methylpyridin-3-yl)-2,2-dimethyl-3-(8-methyl-3-(trifluoromethyl)-[1,2,4]triazolo[4,3-a]pyridin-7-yl)propanoate OCC=1C=C(C=NC1C)C(C(C(=O)OC)(C)C)C1=C(C=2N(C=C1)C(=NN2)C(F)(F)F)C